3-(2-methoxyphenyl)pyridine-4-carboxylic acid COC1=C(C=CC=C1)C=1C=NC=CC1C(=O)O